COC1=NC=CN=C1C(C)C 2-methoxy-3-isopropylpyrazine